dimethylaluminum secbutoxide CC([O-])CC.C[Al+]C